ClC(C1=NC(=NO1)C1=CC=C(CN(C=2C(C(C2NC=2C=NC=NC2)=O)=O)C)C=C1)(F)F 3-((4-(5-(chlorodifluoromethyl)-1,2,4-oxadiazol-3-yl)benzyl)(methyl)amino)-4-(pyrimidin-5-ylamino)cyclobut-3-ene-1,2-dione